2-(4,4,5,5-tetramethyl-1,3,2-dioxaborolan-2-yl)-N-(2,2,2-trifluoroethyl)aniline CC1(OB(OC1(C)C)C1=C(NCC(F)(F)F)C=CC=C1)C